B([O-])(O)O.C(=C)C(C(=O)O)C(=O)O.C(=C)C(C(=O)O)C(=O)O.[Li+] lithium bis(vinylmalonate) borate